OC1=NC=C(C=C1C(F)(F)F)I 2-hydroxy-3-trifluoromethyl-5-(iodo)pyridine